racemic-(1R,5S)-5-amino-3,3-dimethylcyclohexan-ol N[C@H]1CC(C[C@H](C1)O)(C)C |r|